imidazole acetate (1-ethyl-3-methylimidazoleacetate) C(C)N1C(N(C=C1)C)CC(=O)O.C(C)(=O)O.N1C=NC=C1